OC=1C=C(C=CC1O)/C=C/C(=O)OCC#C (E)-prop-2-yn-1-yl 3-(3,4-dihydroxyphenyl)acrylate